C(C)(=O)O[C@@H]1C[C@@]2(C(C[C@H]3[C@@H]4CC[C@H]([C@@H](CCCC(C)C)C)[C@]4(CC[C@@H]3[C@]2(CC1)COCOC)C)=O)O 3β-Acetoxy-5α-hydroxy-19-methoxymethyloxy-cholestan-6-on